CC1=C(C=C(C=C1)[N+](=O)[O-])N1N=CN=C1 1-(2-methyl-5-nitrophenyl)-1H-1,2,4-triazole